2-[1-[4-[4-(4-methoxyphenoxy)pyrimidin-2-yl]-2,6-difluoro-phenyl]-4-piperidinyl]acetic acid COC1=CC=C(OC2=NC(=NC=C2)C2=CC(=C(C(=C2)F)N2CCC(CC2)CC(=O)O)F)C=C1